3-(2,6-difluoro-3,5-dimethoxyphenyl)-N-ethyl-8-(morpholinomethyl)-7-(phenylsulfonyl)-4,7-dihydro-3H-pyrrolo[3',2':5,6]pyrido[4,3-d]pyrimidin-2-amine FC1=C(C(=C(C=C1OC)OC)F)N1C(=NC2=C(C1)C=NC1=C2C=C(N1S(=O)(=O)C1=CC=CC=C1)CN1CCOCC1)NCC